1-stearoyl-2-arachidonoyl-sn-glycero-3-phosphocholine C(CCCCCCCCCCCCCCCCC)(=O)OC[C@@H](OC(CCC\C=C/C\C=C/C\C=C/C\C=C/CCCCC)=O)COP(=O)([O-])OCC[N+](C)(C)C